N-pentyl-N-octyl-toluidine C(CCCC)N(C=1C(=CC=CC1)C)CCCCCCCC